FC1=C(C=CC(=C1)F)S(=O)(=O)NC=1C=C(C=NC1OC)C=1C=C2C(=NC=NC2=CC1)N1CC2(CN(C2)C(=O)OC(C)(C)C)CC1 tert-butyl 6-(6-(5-((2,4-difluorophenyl) sulphonamido)-6-methoxypyridin-3-yl) quinazolin-4-yl)-2,6-diazaspiro[3.4]octane-2-carboxylate